C(C)(C)(C)C=1C=C(C=C(C1O)C)CCCOP1OC2=C(C3=C(O1)C(=CC(=C3)C(C)(C)C)C(C)(C)C)C=C(C=C2C(C)(C)C)C(C)(C)C 6-(3-(3-t-butyl-4-hydroxy-5-methylphenyl)propoxy)-2,4,8,10-tetrakis-t-butyldibenzo(d,f)(1,3,2)dioxaphosphepin